4-(4-((4-(ethylsulfonyl)benzyl)carbamoyl)phenyl)-2,3-dihydro-1H-pyrrole-1-carboxylic acid benzyl ester C(C1=CC=CC=C1)OC(=O)N1CCC(=C1)C1=CC=C(C=C1)C(NCC1=CC=C(C=C1)S(=O)(=O)CC)=O